(E)-ethyl 2-cyano-3-hydroxy-3-phenylacrylate C(#N)/C(/C(=O)OCC)=C(/C1=CC=CC=C1)\O